FC1(CN(CCC1NC1=CC=CC2=C1SC(=C2N2C=CC=C2)C#CC)C)F 3-(7-((3,3-difluoro-1-methylpiperidin-4-yl)amino)-3-(1H-pyrrol-1-yl)benzo[b]thiophen-2-yl)prop-2-yn